6-(1-(8-azabicyclo[3.2.1]oct-3-yl)piperidin-4-yl)-1,4-dimethyl-2-(4-(methylsulfonyl)phenyl)-1H-benzo[d]imidazole dihydrochloride Cl.Cl.C12CC(CC(CC1)N2)N2CCC(CC2)C=2C=C(C1=C(N(C(=N1)C1=CC=C(C=C1)S(=O)(=O)C)C)C2)C